O[C@@H]1[C@H](CCC1)OCC1=NC=C(C=N1)C1=CC2=C(N=C(S2)NC(=O)C2CCC2)C=C1 N-(6-(2-((((1S,2S)-2-hydroxycyclopentyl)oxy)methyl)pyrimidin-5-yl)benzo[d]thiazol-2-yl)cyclobutane-1-carboxamide